FC1(CCN(CC1)C=1C=2N(C3=CC(=CC=C3N1)C)N=NC2)F 4-(4,4-difluoropiperidin-1-yl)-8-methyl-[1,2,3]triazolo[1,5-a]quinoxalin